4-chloro-5-(3-(4-(dimethylamino)-2-(trifluoromethyl)benzoyl)-5,6-dihydroimidazo[1,2-a]pyrazin-7(8H)-yl)pyridazin-3(2H)-one ClC=1C(NN=CC1N1CC=2N(CC1)C(=CN2)C(C2=C(C=C(C=C2)N(C)C)C(F)(F)F)=O)=O